N,N-dimethyl-5-((4-morpholinopyrido[3',2':4,5]furo[3,2-d]pyrimidin-2-yl)amino)-3-(pyridin-2-yl)-1H-pyrazole-1-sulfonamide CN(S(=O)(=O)N1N=C(C=C1NC=1N=C(C2=C(N1)C1=C(O2)N=CC=C1)N1CCOCC1)C1=NC=CC=C1)C